C(OC1=C(C=CC=C1)C1=CC=CC=C1)([O-])=O phenyl-phenyl carbonat